ClC1=NC=C(C(=N1)C=1C=C2C(=C(C=NC2=CC1)C(=O)OCC)C(C)C)F ethyl 6-(2-chloro-5-fluoropyrimidin-4-yl)-4-isopropylquinoline-3-carboxylate